N-(2'-fluoro-4-((methylamino)methyl)-[1,1'-biphenyl]-2-yl)-2,4-difluorobenzenesulfonamide FC1=C(C=CC=C1)C1=C(C=C(C=C1)CNC)NS(=O)(=O)C1=C(C=C(C=C1)F)F